N-(1-methylcyclopropyl)-3-[(5-methyl-1,3,4-thiadiazol-2-yl)amino]-4-nitrobenzenesulfonamide CC1(CC1)NS(=O)(=O)C1=CC(=C(C=C1)[N+](=O)[O-])NC=1SC(=NN1)C